BrC1=CC(=C(C=C1OC)CC)OC 2-(4-bromo-2,5-dimethoxyphenyl)ethan